Bis(8-quinolyl)cyclohexane-1,2-diamine N1=CC=CC2=CC=CC(=C12)C1(C(CCCC1)(N)C=1C=CC=C2C=CC=NC12)N